C(CCCCCCCC)(=O)OC1=CC(=C2C=CC=3C(=CC(=C4C=CC1=C2C34)S(=O)(=O)O)S(=O)(=O)O)S(=O)(=O)O 1-nonanoyloxy-pyrene-3,6,8-trisulfonic acid